4-methoxy-3,5-dichlorobenzaldehyde COC1=C(C=C(C=O)C=C1Cl)Cl